((2-fluoro-6-(trifluoromethyl)phenyl)amino)-3-((7-methoxy-2-methyl-1,2,3,4-tetrahydroisoquinolin-6-yl)amino)-1,2,4-triazine-6-carboxamide FC1=C(C(=CC=C1)C(F)(F)F)NC=1N=C(N=NC1C(=O)N)NC=1C=C2CCN(CC2=CC1OC)C